3-[4-(3-chloro-2-piperazin-1-yl-6-quinolyl)triazol-1-yl]propan-1-amine dihydrochloride Cl.Cl.ClC=1C(=NC2=CC=C(C=C2C1)C=1N=NN(C1)CCCN)N1CCNCC1